2,3,3'-tris(trifluoromethyl)benzidine FC(C1=C(C=CC(=C1C(F)(F)F)N)C1=CC(=C(N)C=C1)C(F)(F)F)(F)F